COC1=CC(=NC=2N(C(N=C(C21)NCC#C)=O)C=2C(=NC=CC2)C)C(F)(F)F 5-methoxy-1-(2-methylpyridin-3-yl)-4-(prop-2-yn-1-ylamino)-7-(trifluoromethyl)pyrido[2,3-d]pyrimidin-2(1H)-one